CC1=C(C=CC=C1)N[C@@H](CC1=CC=CC=C1)C(=O)NC1=CC=CC=C1 Nα-(2-methylphenyl)-N-phenyl-phenylalaninamide